ONC(C1=CN=C(C=C1)OC)=N N-hydroxy-6-methoxynicotinimidamide